C1(=CC(=CC=C1)C(=O)SC1=CC=CC=C1)C phenyl (3-toluoyl) sulfide